C1(=C(C=CC=C1)C1=NC(=NC(=N1)C1=CC=CC=C1)C1=CC=CC=C1)C=1C(=CC=CC1)C1=CC=C(C=C1)C1=NC(=NC(=N1)C1=CC=CC=C1)C1=CC=CC=C1 6,6'-([1,1':2',1''-terphenyl]-2,4''-diyl)bis(2,4-diphenyl-1,3,5-triazine)